1-((4,7-bis(carboxymethyl)-1,4,7,10-tetraazacyclododecane-1-yl)methyl)isoquinoline 2-oxide C(=O)(O)CN1CCN(CCNCCN(CC1)CC(=O)O)CC1=[N+](C=CC2=CC=CC=C12)[O-]